N-((R)-2-((R)-2,2-difluorocyclopropyl)-4-methyl-5-oxo-5,6,7,8-tetrahydro-4H-pyrazolo[1,5-a][1,3]diazepin-6-yl)-1-(4-fluorobenzyl)-1H-1,2,4-triazole-3-carboxamide FC1([C@H](C1)C1=NN2C(N(C([C@@H](CC2)NC(=O)C2=NN(C=N2)CC2=CC=C(C=C2)F)=O)C)=C1)F